5-methyl-2-hydroxyethyl-pyrrolidone CC1CCC(N1CCO)=O